8-methyl-2-oxaspiro[4.5]decane-1,3-dione CC1CCC2(CC(OC2=O)=O)CC1